2-{5-[4-(2-Amino-acetyl)-piperazin-1-yl]-pyridin-2-ylamino}-7-cyclopentyl-7H-pyrrolo[2,3-d]pyrimidine-6-carboxylic acid dimethylamide CN(C(=O)C1=CC2=C(N=C(N=C2)NC2=NC=C(C=C2)N2CCN(CC2)C(CN)=O)N1C1CCCC1)C